BrC1=CC=C(C=C1)[C@@H]1[C@H]([C@@H](CCC1)C(=O)OC1CCC(CC1)C(F)(F)F)C(=O)OCC1=CC=CC=C1 2-benzyl 1-((1r,4R)-4-(trifluoromethyl)cyclohexyl) (1R,2R,3S)-3-(4-bromophenyl)cyclohexane-1,2-dicarboxylate